cyanoguanidin C(#N)NC(=N)N